(S)-(1-(5-chloro-2-ethoxybenzyl)pyrrolidin-2-yl)methanamine difumarate C(\C=C\C(=O)O)(=O)O.C(\C=C\C(=O)O)(=O)O.ClC=1C=CC(=C(CN2[C@@H](CCC2)CN)C1)OCC